N-[3-chloro-4-(4-isonipecotoylpiperazine-1-carbonyl)phenyl]-5-[1-(6-methoxypyrimidin-4-yl)-3-(trifluoromethyl)pyrazol-4-yl]-1-methyl-imidazole-2-carboxamide ClC=1C=C(C=CC1C(=O)N1CCN(CC1)C(C1CCNCC1)=O)NC(=O)C=1N(C(=CN1)C=1C(=NN(C1)C1=NC=NC(=C1)OC)C(F)(F)F)C